N-(5-((6-oxa-1-azaspiro[3.3]heptan-1-yl)methyl)pyridin-2-yl)-5-fluoro-4-(4-fluoro-1-isopropyl-2-methyl-1H-benzo[d]imidazol-6-yl)pyrimidin-2-amine N1(CCC12COC2)CC=2C=CC(=NC2)NC2=NC=C(C(=N2)C=2C=C(C1=C(N(C(=N1)C)C(C)C)C2)F)F